BrCC(=O)OC1C[C@@H](CCC1C(C)C)C (1R)-Menthyl bromoacetate